N-(4-(4-acetamido-2-hydroxyphenoxy)phenyl)acetamide C(C)(=O)NC1=CC(=C(OC2=CC=C(C=C2)NC(C)=O)C=C1)O